C(C)(C)(C)N(C(O)=O)CCN1C(C=CC=C1)=O tert-butyl-(2-(2-oxopyridin-1(2H)-yl)ethyl)carbamic acid